methyl 2-(9H-carbazol-3-yl)-2-oxoacetate C1=CC(=CC=2C3=CC=CC=C3NC12)C(C(=O)OC)=O